C(C)(C)(C)P(C(C)(C)C)(C(C)(C)C)[SH-]B([O-])[O-] tri-t-butylphosphinothioborate